sodium potassium 2,3-dihydroxysuccinate OC(C(=O)[O-])C(C(=O)[O-])O.[K+].[Na+]